6-chloro-5-(propan-2-yl)pyridazin-3-amine ClC1=C(C=C(N=N1)N)C(C)C